methyl 2-(azidomethyl)-6-cyclopropylimidazo[1,2-a]pyridine-8-carboxylate N(=[N+]=[N-])CC=1N=C2N(C=C(C=C2C(=O)OC)C2CC2)C1